2-(2-((7-chloro-2-(2,2,2-trifluoroacetyl)-1,2,3,4-tetrahydroisoquinolin-6-yl)amino)-5-(trifluoromethyl)pyrimidin-4-yl)-5-methylthieno[2,3-d]pyridazin-4(5H)-one ClC1=C(C=C2CCN(CC2=C1)C(C(F)(F)F)=O)NC1=NC=C(C(=N1)C1=CC2=C(C=NN(C2=O)C)S1)C(F)(F)F